7-isopropyl-1-methylphenanthren-9(10H)-one C(C)(C)C1=CC=C2C=3C=CC=C(C3CC(C2=C1)=O)C